Cl.O=C1N(C=CC=C1)CCN1C(NC2(C1=O)CCN(CC2)C2=NC=CC=N2)=O 3-(2-(2-Oxopyridin-1(2H)-yl)ethyl)-8-(pyrimidin-2-yl)-1,3,8-triazaspiro[4.5]decane-2,4-dione hydrochloride